P(=O)(O)(O)S(=O)(=O)P(=O)(O)O phosphonosulfone